6-(1-methylcyclopropoxy)-9-(tetrahydro-2H-pyran-2-yl)-9H-purine hydride [H-].CC1(CC1)OC1=C2N=CN(C2=NC=N1)C1OCCCC1